CC1=C(C(=NN1C1COCCCC1)O)[N+](=O)[O-] 5-methyl-4-nitro-1-(oxepan-3-yl)pyrazol-3-ol